C(C=CC1=CC=CC=C1)(=O)[O-] cinnamic acid anion